1-isopropenyl-naphthalene sulfonium salt [SH3+].C(=C)(C)C1=CC=CC2=CC=CC=C12